(R)-N-((5,5-difluoro-1-(3-fluoro-6-((4-(trifluoromethoxy)pyridin-2-yl)amino)pyridine-2-carbonyl)piperidin-2-yl)methyl)acetamide FC1(CC[C@@H](N(C1)C(=O)C1=NC(=CC=C1F)NC1=NC=CC(=C1)OC(F)(F)F)CNC(C)=O)F